CN(C1(CCCCC1)C(=O)N[C@@H](C)C1=CC=C(C(=O)O)C=C1)CCOC1=CC(=CC=C1)C 4-[(1S)-1-[[1-[Methyl-[2-(3-methylphenoxy)ethyl]amino]cyclohexanecarbonyl]amino]ethyl]benzoic acid